1-(4-thiophenylphenyl)-2-(2-methylphenyl)-ethane-1,2-dione-2-oxime acetate C(C)(=O)O.S1C(=CC=C1)C1=CC=C(C=C1)C(C(=NO)C1=C(C=CC=C1)C)=O